N[C@@H](C[Se]C)C(=[Se])O (+)-selenomethylselenocysteine